CC1=CC=CC(=N1)C1=NC=CC(=N1)NC1=NC(=NC=C1)NC1=CC=C(C=C1)NS(=O)(=O)C1CNC1 N-[4-[[4-[[2-(6-methyl-2-pyridyl)pyrimidin-4-yl]amino]pyrimidin-2-yl]amino]phenyl]azetidine-3-sulfonamide